N-[(6-Amino-2-pyridyl)sulfonyl]-2-[(2R,5S)-2,5-dimethylpyrrolidin-1-yl]-6-(p-tolyl)pyridin-3-carboxamid NC1=CC=CC(=N1)S(=O)(=O)NC(=O)C=1C(=NC(=CC1)C1=CC=C(C=C1)C)N1[C@@H](CC[C@@H]1C)C